CC(C)N1CSC=C1 N-(propan-2-yl)-1,3-thiazole